N-(5-(2-chloro-5-fluoropyridin-4-yl)pyrazolo[1,5-a]pyridin-2-yl)cyclopropanecarboxamide ClC1=NC=C(C(=C1)C1=CC=2N(C=C1)N=C(C2)NC(=O)C2CC2)F